C(C)(C)(C)C(C(C(C)C1=CC=CC=C1)(C1=NC2=CC=CC=C2C=C1)C1=NC2=CC=CC=C2C=C1)=O 1-tertiary butyl-3-phenyl-di(2-quinolyl)-1-butanone